BrC1=NN(C=N1)C(C)(C)C 3-Bromo-1-tert-butyl-1,2,4-triazole